[2-(3-formylcyclobutoxy)ethyl]Carbamic acid tert-butyl ester C(C)(C)(C)OC(NCCOC1CC(C1)C=O)=O